Methyl 2-[[4-[6-[[2-fluoro-4-[2-(1-methylpyrazol-4-yl)ethynyl]phenyl]methoxy]-2-pyridyl]-1-piperidyl]methyl]-3-[[(2S)-oxetan-2-yl]methyl]benzimidazole-5-carboxylate FC1=C(C=CC(=C1)C#CC=1C=NN(C1)C)COC1=CC=CC(=N1)C1CCN(CC1)CC=1N(C2=C(N1)C=CC(=C2)C(=O)OC)C[C@H]2OCC2